COC1=CC=C2C(=CC=NC2=C1)NC1=CC=C(C=C1)NS(=O)(=O)C1CC1 N-(4-((7-methoxyquinolin-4-yl)amino)phenyl)cyclopropanesulfonamide